4-(4-bromo-3-methylphenyl)-1-methylpiperidine BrC1=C(C=C(C=C1)C1CCN(CC1)C)C